N1[C@H](CCCC1)C(=O)N (2R)-piperidine-2-carboxamide